6'-((1S,2S)-2-(6-(2,4-dimethoxypyrimidin-5-yl)imidazo[1,2-b]pyridazin-8-yl)cyclopropyl)-4'-fluoro-1'-(2,2,2-trifluoroethyl)spiro[cyclopropane-1,3'-indolin]-2'-one COC1=NC=C(C(=N1)OC)C=1C=C(C=2N(N1)C=CN2)[C@@H]2[C@H](C2)C2=CC(=C1C3(C(N(C1=C2)CC(F)(F)F)=O)CC3)F